2-chloro-6-[bis(4-methoxybenzyl)amino]-9-(propan-2-yl)-7,9-dihydro-8H-purin-8-one ClC1=NC(=C2NC(N(C2=N1)C(C)C)=O)N(CC1=CC=C(C=C1)OC)CC1=CC=C(C=C1)OC